COC(\C(=C\OC)\C1=C(C=CC=C1)OC1=NC=NC(=C1)OC1=C(C=CC=C1)C#N)=O.FC(F)(F)[Si](OC)(OC)OC trifluoromethyltrimethoxysilane methyl-(E)-2-[2-[6-(2-cyanophenoxy)pyrimidin-4-yloxy]phenyl]3-methoxyacrylate